CC=1C(=CC=C2C=CC=NC12)C=1C=C2C(CC3(CCN(CC3)C(=O)OC(C)(C)C)OC2=CC1)=O tert-Butyl 6-(8-methyl-7-quinolyl)-4-oxo-spiro[chromane-2,4'-piperidine]-1'-carboxylate